2-(2-oxa-5-azabicyclo[4.1.0]heptan-5-yl)-N-((2-(trifluoromethyl)pyridin-3-yl)methyl)pyrido[2,3-d]pyrimidin-4-amine C12OCCN(C2C1)C=1N=C(C2=C(N1)N=CC=C2)NCC=2C(=NC=CC2)C(F)(F)F